CC1=CC(=NO1)C1=C(C=CC=C1)S(=O)(=O)N (5-methylisoxazolyl)benzenesulfonamide